C(C)(SCC1=CC=C(C=C1)C(NCCN)=O)=O S-(4-((2-Aminoethyl)Carbamoyl) Benzyl) Ethanethioate